ClC1=C2C(=NC=C1C1=CNC3=C(C=CC=C13)N1C(CNCC1)=O)NC[C@@]21C[C@H](CC1)C(=O)N (1S,3S)-4'-Chloro-5'-(7-(2-oxopiperazin-1-yl)-1H-indol-3-yl)-1',2'-dihydrospiro[cyclopentane-1,3'-pyrrolo[2,3-b]pyridine]-3-carboxamide